1-(7-bromoquinoxalin-2-yl)-1-ethanone BrC1=CC=C2N=CC(=NC2=C1)C(C)=O